morpholinopropan-1-one O1CCN(CC1)C(CC)=O